6-((1H-pyrrolo[2,3-b]pyridin-5-yl)methyl)-N-(1-methyl-5-(trifluoromethyl)-1H-pyrazol-3-yl)-4,5,6,7-tetrahydrothieno[2,3-c]pyridine-3-carboxamide N1C=CC=2C1=NC=C(C2)CN2CC1=C(CC2)C(=CS1)C(=O)NC1=NN(C(=C1)C(F)(F)F)C